N1N=CC(=C1)[C@@H]1CN(CCC1)C1=NC2=C(C=C(C=C2C(N1C)=O)C)[C@@H](C)NC=1C(=NC(=CC1)Cl)C(=O)NS(=O)(=O)C |&1:5| 3-(((R)-1-(2-((RS)-3-(1H-pyrazol-4-yl)piperidin-1-yl)-3,6-dimethyl-4-oxo-3,4-dihydroquinazolin-8-yl)ethyl)amino)-6-chloro-N-(methylsulfonyl)picolinamide